3-bromo-N-((6'-(trifluoromethyl)-[2,2'-bipyridin]-5-yl)methyl)-1H-1,2,4-triazol-5-amine BrC1=NNC(=N1)NCC=1C=CC(=NC1)C1=NC(=CC=C1)C(F)(F)F